[Si](C1=CC=CC=C1)(C1=CC=CC=C1)(C(C)(C)C)O[C@@H](CC(C(C)C)=O)CN(C)CC (S)-5-((tert-butyldiphenylsilyl)oxy)-6-(ethyl-(methyl)amino)-2-methylhexan-3-one